The molecule is a dialkylglycerophosphoethanolamine in which the alkyl groups are hexadecyl and the glycerol core has sn stereochemistry with the phosphoethanolamine unit at position 3. It has a role as a microarray analysis reagent. CCCCCCCCCCCCCCCCOC[C@H](COP(=O)(O)OCCN)OCCCCCCCCCCCCCCCC